C(CCCCCCCCCCCCC)N1C(=C(C(C=C1)=O)OCC1=CC=C(C=C1)OC)C N-tetradecyl-2-methyl-3-(4-methoxybenzyloxy)-pyridin-4-one